C1(CC1)[C@@H](O)C1=CC=2C(=NC(=CC2)C2=CC=3C(N=C2)=NN(C3)C)S1 (R)-cyclopropyl(6-(2-methyl-2H-pyrazolo[3,4-b]pyridin-5-yl)thieno[2,3-b]pyridin-2-yl)methanol